C(C)OC1=C(C=CC(=C1)C1=NN=CN1C)NC=O N-(2-ethoxy-4-(4-methyl-4H-1,2,4-triazol-3-yl)phenyl)formamide